C(#N)[C@H]1N(CSC1)C(CNC(=O)C1=CC=NC2=CC=C(C=C12)N1C[C@H](OCCC1)C)=O N-(2-((R)-4-Cyanothiazolidin-3-yl)-2-oxoethyl)-6-((R)-2-methyl-1,4-oxazepan-4-yl)-quinoline-4-carboxamide